C(C1=CC=CC=C1)N1CCN(C=2C(=C(C(=CC12)Cl)F)C(=O)OC)C Methyl 1-benzyl-7-chloro-6-fluoro-4-methyl-1,2,3,4-tetrahydroquinoxaline-5-carboxylate